FC1(C[C@H]2[C@@H]3CCC([C@@]3(C)CC([C@@]2([C@]2(C=CC(C=C12)=O)C)F)O)OC(=O)C=1OC=CC1)C 6,9-Difluoro-17-[(2-furanylcarbonyl)oxy]-11-hydroxy-6-methyl-3-oxo-androsta-1,4-dien